4-methyl-octadecane (2R,5S)-benzyl-2-(3-amino-4-mercaptophenyl)-5-methylpiperidine-1-carboxylate C(C1=CC=CC=C1)OC(=O)N1[C@H](CC[C@@H](C1)C)C1=CC(=C(C=C1)S)N.CC(CCC)CCCCCCCCCCCCCC